tert-butyl (3S)-4-(4-amino-1,3-dihydrofuro[3,4-c][1,7]naphthyridine-8-carbonyl)-3-[4-(trifluoromethyl)phenyl]piperazine-1-carboxylate NC1=NC=2C=NC(=CC2C2=C1COC2)C(=O)N2[C@H](CN(CC2)C(=O)OC(C)(C)C)C2=CC=C(C=C2)C(F)(F)F